CC=1SC2=C(N1)SC(=C2)C(=O)N 2-methylthieno[2,3-d][1,3]thiazole-5-carboxamide